ClC=1C(=C(C(=CC1N1CC2(CC(C2)CN(C)C)CC1)F)S(=O)(=O)NC1=NC(=CC=C1)F)F 3-chloro-4-(2-((dimethylamino)methyl)-6-azaspiro[3.4]octan-6-yl)-2,6-difluoro-N-(6-fluoropyridin-2-yl)benzenesulfonamide